NC1=NC=C(N=C1C1=NC=CC=C1C)Br 2-amino-3-(3-methylpyridyl)-5-bromopyrazine